N-(2-{6-azaspiro[2.5]octan-6-yl}-4-bromophenyl)-8-(4,4-difluoropiperidin-1-yl)quinoline-6-carboxamide C1CC12CCN(CC2)C2=C(C=CC(=C2)Br)NC(=O)C=2C=C1C=CC=NC1=C(C2)N2CCC(CC2)(F)F